ClC1=CC=C(C=C1)C1=C(C=CC=C1)NC1CCN(CC1)CC=1C=C2CN(C(C2=CC1)=O)C1C(NC(CC1)=O)=O 3-(5-((4-((4'-chloro-[1,1'-biphenyl]-2-yl)amino)piperidin-1-yl)methyl)-1-oxoisoindolin-2-yl)piperidine-2,6-dione